ClC1=CC(=C(C=O)C=C1)OC1=C(C=C(C=C1F)C1=CN=C(N1C)CN1CCCC1)F 4-chloro-2-(2,6-difluoro-4-(1-methyl-2-(pyrrolidin-1-ylmethyl)-1H-imidazol-5-yl)phenoxy)benzaldehyde